ClC1=CC=C(C=N1)CN1CCN2C1=C(C(CC2OC)C)[N+](=O)[O-] 1-[(6-chloro-3-pyridyl)methyl]-1,2,3,5,6,7-hexahydro-5-methoxy-7-methyl-8-nitroimidazo[1,2-a]pyridine